tert-Butyl N-(3,4-dichloro-5,6-difluoro-9H-pyrido[2,3-b]indol-8-yl)-N-methyl-carbamate ClC1=C(C2=C(NC3=C(C=C(C(=C23)F)F)N(C(OC(C)(C)C)=O)C)N=C1)Cl